N1CC(C1)N1N=CC2=CC(=C(C=C12)NC(C(=C)N1C=C(C2=CC(=CC=C12)S(=O)(=O)N1CCCCC1)C)=O)C N-[1-(azetidin-3-yl)-5-methyl-indazol-6-yl]-2-[3-methyl-5-(1-piperidylsulfonyl)indol-1-yl]propenamide